N,N'-oxy-di-p-phenylenebismaleimide O(C1=CC=C(C=C1)N1C(C=CC1=O)=O)C1=CC=C(C=C1)N1C(C=CC1=O)=O